1,1,1-trifluoro-2-(4,5-dichlorophenyl)-4-penten-2-ol FC(C(CC=C)(O)C1=CC=C(C(=C1)Cl)Cl)(F)F